COC1=C(C=CC(=C1)OC)C1=CNC2=CC=C(C=C12)C(=O)O 3-(2,4-dimethoxyphenyl)-1H-indole-5-carboxylic acid